N1N=CC=C1/N=C/C=1SC=CC1 (E)-N-(1H-pyrazol-5-yl)-1-(thiophen-2-yl)methanimine